5-(5-(dimethylamino)isoindolin-2-yl)-3-(ethyl(tetrahydro-2H-pyran-4-yl)amino)-2-methylbenzamide CN(C=1C=C2CN(CC2=CC1)C=1C=C(C(=C(C(=O)N)C1)C)N(C1CCOCC1)CC)C